3,5,6,6-tetramethyl-4-methyleneheptane-2-ol CC(C(C)O)C(C(C(C)(C)C)C)=C